1,4-phenylenesulfide C12=CC=C(C=C1)S2